ClC=1C(=NC=CC1SC=1N=C2C(=NC1)N(C=C2)COCC[Si](C)(C)C)N 3-chloro-4-((5-((2-(trimethylsilyl)ethoxy)methyl)-5H-pyrrolo[2,3-b]pyrazin-2-yl)thio)pyridin-2-amine